ClC1=C(C=CC(=C1)C(F)(F)F)NC(C1=NC=C(C=C1)CCCCC)=O N-(2-chloro-4-(trifluoromethyl)phenyl)-5-pentylpicolinamide